Methyl 8-(4,4-dimethylcyclohex-1-en-1-yl)-9-(4-((1-(3-fluoropropyl)pyrrolidin-3-yl)methyl)phenyl)-6,7-dihydro-5H-benzo[7]annulene-3-carboxylate CC1(CC=C(CC1)C=1CCCC2=C(C1C1=CC=C(C=C1)CC1CN(CC1)CCCF)C=CC(=C2)C(=O)OC)C